BrC=1C=CC(=C(C1)S(=O)(=O)NC(\C=C\C1=C(C=CC=C1)CC1=CC2=CC=CC=C2C=C1)=O)OC (2E)-N-[(5-bromo-2-methoxyphenyl)sulfonyl]-3-[2-(2-naphthalenylmethyl)phenyl]-2-propenamide